[(1R,2S,4R)-4-{[5-({4-[1-(3-bromophenyl)vinyl]-2-thienyl}carbonyl)pyrimidin-4-yl]amino}-2-hydroxycyclopentyl]methyl sulfamate S(N)(OC[C@@H]1[C@H](C[C@@H](C1)NC1=NC=NC=C1C(=O)C=1SC=C(C1)C(=C)C1=CC(=CC=C1)Br)O)(=O)=O